CC(CCCCC)OC(CC(C1=CC=CC=C1)Cl)=O heptan-2-yl-3-chloro-3-phenylpropanoate